O1[C@@H](COCC1)CNC(=O)C1=C(C2=C(CCC3=CN(N=C23)C[C@@H]2COCC2)O1)C N-[(2R)-1,4-Dioxan-2-ylmethyl]-8-methyl-2-[(3R)-tetrahydrofuran-3-ylmethyl]-4,5-dihydro-2H-furo[2,3-g]indazol-7-carboxamid